tert-Butyl 4-methyl-1H-pyrazole-1-carboxylate CC=1C=NN(C1)C(=O)OC(C)(C)C